CO[Si](CCCN(CC)CCC[Si](OC)(OC)OC)(OC)OC bis[3-(trimethoxysilyl)propyl]ethylamine